vanillyl n-butyl ether C(CCC)OCC1=CC(OC)=C(O)C=C1